1,3-bis(t-butyl)-2-chlorocyclodisilazane C(C)(C)(C)N1[SiH](N([SiH2]1)C(C)(C)C)Cl